FC1=CC=C(C=C1)C1=NC=C(C(=C1)C1=NN(C=C1)C)C1(CNCC1)F 2-(4-fluorophenyl)-5-(3-fluoropyrrolidin-3-yl)-4-(1-methyl-1H-pyrazol-3-yl)pyridine